(2S,2'S,2''S)-3,3',3''-((nitrilotris(methylene-d2))tris(benzene-3,1-diyl))tris(2-((R)-pyrrolidin-3-yl)propanoic acid) N(C([2H])([2H])C=1C=C(C=CC1)C[C@H](C(=O)O)[C@@H]1CNCC1)(C([2H])([2H])C=1C=C(C=CC1)C[C@H](C(=O)O)[C@@H]1CNCC1)C([2H])([2H])C=1C=C(C=CC1)C[C@H](C(=O)O)[C@@H]1CNCC1